C1(=CC=CC=C1)C1=NN(C=C1)C=1N=C(C2=C(N1)C=C(C=N2)C2COCCC2)N2CCOCC2 4-(2-(3-Phenyl-1H-pyrazol-1-yl)-7-(tetrahydro-2H-pyran-3-yl)pyrido[3,2-d]pyrimidin-4-yl)morpholine